N1CCNCCNCCNCCNCCN1 1,4,7,10,13,16-hexaazacyclohexadecane